S1C=NC2=C1C(=CC=C2)[C@@H](C=2N=NN(C2)C2(CC2)C(F)(F)F)NC=2C=C1C(=C(C=NC1=C(C2)C#N)C#N)N[C@@H]2C(COCC2)(C)C 6-(((S)-benzo[d]thiazol-7-yl(1-(1-(trifluoromethyl)cyclopropyl)-1H-1,2,3-triazol-4-yl)methyl)amino)-4-(((S)-3,3-dimethyltetrahydro-2H-pyran-4-yl)amino)quinoline-3,8-dicarbonitrile